2-cyclopentyl-2-hydroxypropanoic acid C1(CCCC1)C(C(=O)O)(C)O